6-(3-(((1R,2R,3S,5S)-2-fluoro-1,5-dimethyl-8-azabicyclo[3.2.1]octan-3-yl)oxy)-1,2,4-triazin-6-yl)isoquinolin-7-ol F[C@@H]1[C@]2(CC[C@@](C[C@@H]1OC=1N=NC(=CN1)C=1C=C3C=CN=CC3=CC1O)(N2)C)C